(S)-5-Chloro-6,7-difluoro-N-(piperidin-3-yl)-1H-indole-2-carboxamide ClC=1C=C2C=C(NC2=C(C1F)F)C(=O)N[C@@H]1CNCCC1